The molecule is a monocarboxylic acid anion resulting from the deprotonation of 6-hydroxynicotinic acid; the major species at pH 7.3. It is a conjugate base of a 6-hydroxynicotinic acid. C1=CC(=O)NC=C1C(=O)[O-]